Natrium (S)-3-(2',6'-Dimethylbiphenyl-3-yl)-3-(3-(1-methyl-4-oxido-2-oxo-1,2-dihydropyridin-3-yl)ureido)propanoat CC1=C(C(=CC=C1)C)C1=CC(=CC=C1)[C@H](CC(=O)[O-])NC(=O)NC=1C(N(C=CC1[O-])C)=O.[Na+].[Na+]